C1(=CC=CC2=CC=CC=C12)C1=CC=CC2=CC=CC=C12 1,1'-binaphthalen